[Cl-].C(C1=CC=CC=C1)OC(=O)NCC[NH3+] 2-(((benzyloxy)carbonyl)amino)ethylammonium chloride